NC[C@H](C)C1CC2(CN(C2)C(=O)OC(C)(C)C)C1 Tert-butyl 6-[(1R)-2-amino-1-methyl-ethyl]-2-azaspiro[3.3]heptane-2-carboxylate